((3-cyclopropyl-1-methyl-1H-pyrazol-5-yl)sulfonyl)-1-oxa-8-azaspiro[4.5]decan-3-one C1(CC1)C1=NN(C(=C1)S(=O)(=O)C1OC2(CC1=O)CCNCC2)C